Tert-Butyl (4R)-4-[4-(methoxycarbonyl)piperidin-1-yl]azepane-1-carboxylate COC(=O)C1CCN(CC1)[C@H]1CCN(CCC1)C(=O)OC(C)(C)C